(1R,3S,SR)-N-(6-bromopyrazin-2-yl)-2-azabicyclo[3.1.0]hexane-3-carboxamide hydrochloride Cl.BrC1=CN=CC(=N1)NC(=O)[C@H]1N[C@@H]2C[C@H]2C1 |&1:15|